1-(bromomethyl)-2,3,4,5-tetrafluorobenzene BrCC1=C(C(=C(C(=C1)F)F)F)F